(S)-5-chloropyridine ClC=1C=CC=NC1